C(C=C)OC1=C(C=C(C=C1)C=CC(=O)N[C@@H](C)C(=O)O)OC (3-(4-(allyloxy)-3-methoxyphenyl)acryloyl)-L-alanine